2-(6-((5,6-dichloro-2H-benzo[d][1,2,3]triazol-2-yl)methyl)pyridin-3-yl)-5-(difluoromethyl)-1,3,4-oxadiazole ClC1=CC=2C(=NN(N2)CC2=CC=C(C=N2)C=2OC(=NN2)C(F)F)C=C1Cl